C1(CC1)C(N)C1=CC=C(C=C1)C(F)(F)F cyclopropyl(4-(trifluoromethyl)phenyl)methanamine